ClC(C(=O)OCC)(C(=O)OCC)Cl diethyl 2,2-dichloromalonate